tert-Butyl (3R)-3-[(1S)-2-tert-butoxy-1-[[3-(3-hydroxypropanoylamino)phenyl]methyl]-2-oxo-ethyl]pyrrolidine-1-carboxylate C(C)(C)(C)OC([C@@H](CC1=CC(=CC=C1)NC(CCO)=O)[C@@H]1CN(CC1)C(=O)OC(C)(C)C)=O